ethyl (2S)-2-[[(2S)-2-amino-4-[5-[bis(2-chloroethyl)amino]-1-methyl-benzimidazol-2-yl]butanoyl]amino]-3-methyl-butanoate N[C@H](C(=O)N[C@H](C(=O)OCC)C(C)C)CCC1=NC2=C(N1C)C=CC(=C2)N(CCCl)CCCl